(2-bromo-5-fluorophenethyl)(2-(6-methoxy-3-nitropyridin-2-yl)ethyl)-carbamic acid tert-butyl ester C(C)(C)(C)OC(N(CCC1=NC(=CC=C1[N+](=O)[O-])OC)CCC1=C(C=CC(=C1)F)Br)=O